C[Si](C1=CC=C2C=CC3=CC=CC4=CC=C1C2=C34)(C)C Trimethyl-(Pyren-1-yl)silane